tert-Butyl N-[(3S)-1-methyl-2-oxo-1,2,3,4-tetrahydrospiro[1-benzazepine-5,1-cyclopropane]-3-yl]carbamate CN1C([C@H](CC2(CC2)C2=C1C=CC=C2)NC(OC(C)(C)C)=O)=O